3-phenyl-3-(4-methoxyphenyl)-6,7-dimethoxy-13,13-dimethyl-3H,13H-indeno[2',3':3,4]naphtho[1,2-b]pyran C1(=CC=CC=C1)C1(C=CC2=C(O1)C=1C=C(C(=CC1C1=C2C(C2=CC=CC=C21)(C)C)OC)OC)C2=CC=C(C=C2)OC